pentenoic acid isopentenyl ester C(CC(=C)C)OC(C=CCC)=O